2,3-bis(3,3,3-trifluoropropyl)succinamide FC(CCC(C(=O)N)C(C(=O)N)CCC(F)(F)F)(F)F